2-[N-methyl-N-(tert-butoxycarbonyl)amino]ethanethiol CN(C(=O)OC(C)(C)C)CCS